C1(=CC=CC=C1)C=1C2=CC=CC=C2C(=C2C=CC(=CC12)N(C1=CC=C(C=C1)N(C1=CC=CC=C1)C1=CC=CC=C1)C1=CC=CC=C1)C1=CC=CC=C1 N-(9,10-diphenyl-2-anthracenyl)-N,N'-triphenyl-1,4-phenylenediamine